(S)-(3-([1,1'-biphenyl]-2-ylethynyl)-1H-indazol-5-yl)(3-aminopyrrolidin-1-yl)methanone C1(=C(C=CC=C1)C#CC1=NNC2=CC=C(C=C12)C(=O)N1C[C@H](CC1)N)C1=CC=CC=C1